FC(OC1=CC=C(C=CC(=O)O)C=C1)(F)F p-trifluoromethoxycinnamic acid